(5-(9H-Carbazol-9-yl)pentyl)phosphonic acid C1=CC=CC=2C3=CC=CC=C3N(C12)CCCCCP(O)(O)=O